C(C)(C)C1=C(C=CC=C1)[C@H]1N(CCN(C1)CC1=CC=C(C=C1)OC)C1CC2(C1)CCN(CC2)C(=O)OC(C)(C)C tert-butyl (R)-2-(2-(2-isopropylphenyl)-4-(4-methoxybenzyl) piperazin-1-yl)-7-azaspiro[3.5]nonane-7-carboxylate